hexacosanyl-dimethyl-ammonium C(CCCCCCCCCCCCCCCCCCCCCCCCC)[NH+](C)C